2-[2-(2-oxoimidazolidin-1-yl)ethoxy]benzaldehyde oxime O=C1N(CCN1)CCOC1=C(C=NO)C=CC=C1